7-[2,6-bis(2,3,4,5,6-pentamethylphenyl)phenyl]-7-phosphadispiro[5.1.58.36]Hexadecan-15-one CC1=C(C(=C(C(=C1C)C)C)C)C1=C(C(=CC=C1)C1=C(C(=C(C(=C1C)C)C)C)C)P1C2(CCCCC2)CC(CC12CCCCC2)=O